Racemic-dimethylsilylbis[2-methyl-4-(3-tert-butylphenyl)-indenyl]zirconium dichloride [Cl-].[Cl-].C[SiH](C)[Zr+2](C1C(=CC2=C(C=CC=C12)C1=CC(=CC=C1)C(C)(C)C)C)C1C(=CC2=C(C=CC=C12)C1=CC(=CC=C1)C(C)(C)C)C